C(N)(=O)C1=C(C(=CC(=C1)C#N)C)NC(=O)C=1N(N=C(C1)I)C1=NC=CC=C1Cl N-(2-carbamoyl-4-cyano-6-methyl-phenyl)-2-(3-chloro-2-pyridyl)-5-iodo-pyrazole-3-carboxamide